The molecule is a [methyl(oxido){1-[6-(trifluoromethyl)pyridin-3-yl]ethyl}-lambda(6)-sulfanylidene]cyanamide that has S configuration at the sulfur atom and R configuration at the carbon attached to position 3 of the pyridine ring. It is an enantiomer of a (SC,RS)-sulfoxaflor. C[C@H](C1=CN=C(C=C1)C(F)(F)F)[S@@](=NC#N)(=O)C